[Br-].C(CCCCCCCCCCCCCCC)N1C(N(C=C1)C)C 1-n-hexadecyl-2,3-dimethylimidazole bromide